C(C)C1(OC2=CC(=CC=C2C(C1)=O)OC)C 2-ethyl-7-methoxy-2-methylchroman-4-one